C(/CCC)=C\1/OC(=O)C2=CC=CC=C12 Z-butylidenephthalide